C(C)(=O)N1[C@H](CCC2=CC(=CC=C12)C1=CC=C(CNC(=O)C2=NN3C(N=C(C=C3N3CCOCC3)C=3C=NC(=NC3)N)=C2)C=C1)C (S)-N-(4-(1-Acetyl-2-methyl-1,2,3,4-tetrahydroquinolin-6-yl)benzyl)-5-(2-aminopyrimidin-5-yl)-7-morpholinopyrazolo[1,5-a]pyrimidine-2-carboxamide